C(#N)C1=CC=C(C=C1)S(=O)(=O)NC1CC=C(CC1)C1=C2C(=NC(=C1)NC(=O)C1CC1)NC=C2 N-(4-(4-((4-cyanophenyl)sulfonamido)cyclohex-1-en-1-yl)-1H-pyrrolo[2,3-b]pyridin-6-yl)cyclopropylcarboxamide